(Z)-N-(4-(4-chlorophenyl)-5-(cyclopropylmethoxy)pyrimidin-2-yl)-2-cyano-3-hydroxy-3-(5-methylisoxazol-4-yl)acrylamide ClC1=CC=C(C=C1)C1=NC(=NC=C1OCC1CC1)NC(\C(=C(\C=1C=NOC1C)/O)\C#N)=O